BrC1=C(C=NC(=C1)F)[C@@H](CCC=C)N |r| (±)-1-(4-bromo-6-fluoropyridin-3-yl)pent-4-en-1-amine